The molecule is an oxoaporphine alkaloid that is 7H-dibenzo[de,g]quinolin-7-one substituted by a methylenedioxy group across positions 1 and 2, a methoxy group at position 11 and a hydroxy group at position 10. Isolated from Hernandia nymphaeifolia and Lindera chunii, it exhibits activity against HIV-1 integrase. It has a role as a metabolite and a HIV-1 integrase inhibitor. It is an aromatic ether, an organic heteropentacyclic compound, a cyclic ketone, a member of phenols, an oxacycle and an oxoaporphine alkaloid. It derives from an aporphine. COC1=C(C=CC2=C1C3=C4C(=CC5=C3OCO5)C=CN=C4C2=O)O